FC1=CC=C(C=C1)N1N=CC2=CC(=C(C=C12)C)C1(CN(CC1)S(=O)(=O)C)CC1=CC(=CC=C1)C(F)(F)F 1-(4-fluorophenyl)-6-methyl-5-(1-(methylsulfonyl)-3-(3-(trifluoromethyl)benzyl)pyrrolidin-3-yl)-1H-indazole